FC=1C=CC(=NC1)C(=O)NC1=NC(=CC=C1)C(=O)N1CC2CN(CC2C1)C 5-fluoro-N-(6-(5-methyloctahydropyrrolo[3,4-c]pyrrole-2-carbonyl)pyridin-2-yl)pyridine-2-carboxamide